BrC=1C=CC(=C(C1)CC(=O)NC1=CC(=C(C=C1)N1N=CC(=C1)C(F)(F)F)S(N)(=O)=O)Cl 2-(5-Bromo-2-chlorophenyl)-N-{3-sulfamoyl-4-[4-(trifluoromethyl)-1H-pyrazol-1-yl]phenyl}acetamide